[NH4+].P phosphine ammonium salt